bis[2-(2-hydroxyethoxy)ethyl]benzene OCCOCCC1=C(C=CC=C1)CCOCCO